FC([C@H](C1=CN(C2=CC(=C(C=C12)F)C1=C(C=CC=C1)C)CC(C)(C)C)N[S@@](=O)C(C)(C)C)F (S)-N-((S)-2,2-difluoro-1-(5-fluoro-1-neopentyl-6-(o-tolyl)-1H-indol-3-yl)ethyl)-2-methylpropane-2-sulfinamide